C(CC)C(C(=O)O)CCCCCCCC 2-propyl-decanoic acid